(1R,2S)-1-(2-cyano-4-hydroxyphenyl)-1-(1-methyl-1H-pyrazol-4-yl)propan C(#N)C1=C(C=CC(=C1)O)[C@@H](CC)C=1C=NN(C1)C